C1=CC=CC=2C3=CC=CC=C3C(C12)COC(=O)N[C@H](C(=O)O)CCCNC=1N(C=CN1)C(C1=CC=CC=C1)(C1=CC=CC=C1)C1=CC=CC=C1 (S)-2-((((9H-fluoren-9-yl)methoxy)carbonyl)amino)-5-((1-trityl-1H-imidazol-2-yl)amino)pentanoic acid